N-(4-(4-amino-7-methyl-5-(4-(pyrrolidine-1-carbonyl)phenyl)-7H-pyrrolo[2,3-d]pyrimidin-6-yl)-3-cyanophenyl)methacrylamide NC=1C2=C(N=CN1)N(C(=C2C2=CC=C(C=C2)C(=O)N2CCCC2)C2=C(C=C(C=C2)NC(C(=C)C)=O)C#N)C